[Cl-].[Cl-].C[Si](C1=C(C(CC2=C(C=C(C=C2F)F)[Ti+2]C2=C(C(=CC(=C2)F)F)CC=2C(O)=C(C=CC2)[Si](C)(C)C)=CC=C1)O)(C)C bis(3-trimethylsilylsalicyl-3,5-difluorophenyl)titanium dichloride